C(CCCCC(=O)OC1=NC2=CC(=CC=C2C=C1)OCCCCN1CCN(CC1)C1=CC=CC=2SC=CC21)(=O)OC2=NC1=CC(=CC=C1C=C2)OCCCCN2CCN(CC2)C2=CC=CC=1SC=CC12 bis(7-(4-(4-(benzo[b]thiophen-4-yl)piperazin-1-yl)butoxy)quinolin-2-yl) adipate